C(C)(C)(C)[S@@](=O)\N=C\1/C2=CC(=CC(=C2CC12CCN(CC2)C(=O)OC(C)(C)C)F)F tert-butyl (1Z)-1-[(R)-tert-butylsulfinyl]imino-4,6-difluoro-spiro[indane-2,4'-piperidine]-1'-carboxylate